C(C)N1C=NC(=C1)C1=CC=C2C(=CC=NC2=N1)C1=CN=C2N1N=C(C(=C2)C2=CC=C(CN1C[C@H](OCC1)CO)C=C2)C (S)-(4-(4-(3-(7-(1-ethyl-1H-imidazol-4-yl)-1,8-naphthyridin-4-yl)-6-methylimidazo[1,2-b]pyridazin-7-yl)benzyl)morpholin-2-yl)methanol